N-{(1S)-2,2-difluoro-1-[4-({7-[(1R)-1-methoxyethyl]-2-methyl[1,3]thiazolo[5,4-b]pyridin-6-yl}amino)phenyl]ethyl}-N-methyl-1,1-dioxo-1λ6-thiane-4-carboxamide FC([C@H](C1=CC=C(C=C1)NC=1C(=C2C(=NC1)SC(=N2)C)[C@@H](C)OC)N(C(=O)C2CCS(CC2)(=O)=O)C)F